N-[3-(6-methyl-7-oxo-6,7-dihydro-1H-pyrrolo[2,3-c]pyridin-4-yl)-4-(tetrahydro-2H-pyran-4-yloxy)phenyl]propane-1-sulfonamide CN1C(C2=C(C(=C1)C=1C=C(C=CC1OC1CCOCC1)NS(=O)(=O)CCC)C=CN2)=O